2-[(1-ethylpiperidin-4-yl)methyl]-8-(trifluoromethyl)-4,5-dihydro-2H-furo[2,3-g]indazole-7-carboxylic acid ethyl ester C(C)OC(=O)C1=C(C2=C(CCC3=CN(N=C23)CC2CCN(CC2)CC)O1)C(F)(F)F